4-(2-chloropyrimidin-5-yl)morpholine ClC1=NC=C(C=N1)N1CCOCC1